3-chloro-1-propylpyrazin-2(1H)-one ClC=1C(N(C=CN1)CCC)=O